7-chloroimidazo[1,2-a]pyridine-8-carboxylic acid methyl ester COC(=O)C=1C=2N(C=CC1Cl)C=CN2